C(C)N(C(=O)OCC)CC N,N-diethyl-ethoxyformamide